(5Z)-5-(1,3-benzothiazol-6-ylmethylene)-3-methyl-2-thioxo-imidazolin-4-one S1C=NC2=C1C=C(C=C2)\C=C/2\C(N(C(N2)=S)C)=O